Cl.CS(=O)(=O)CCN 2-(methylsulfonyl)ethan-1-amine hydrochloride